N1CCC(CC1)C(=O)OCC1CCNCC1 piperidin-4-ylmethyl piperidine-4-carboxylate